FCCCN1CC(C1)NC=1C=NC(=CC1)[C@H]1N([C@@H](CC2=C3C(=CC=C12)NN=C3[2H])C)CC(F)(F)F N-(1-(3-fluoropropyl)azetidin-3-yl)-6-((6S,8R)-1-deuterio-8-methyl-7-(2,2,2-trifluoroethyl)-6,7,8,9-tetrahydro-3H-pyrazolo[4,3-f]isoquinolin-6-yl)pyridin-3-amine